xylenol fluorenediacrylate C=1(C(=CC=C2C3=CC=CC=C3CC12)C=CC(=O)O)C=CC(=O)O.C1(C(C=CC=C1)C)(C)O